FC1CC(N(C1)C(CN1C(NC(C(=C1)C)=O)=O)=O)C(=O)NC(C1=CC=C(C=C1)C(C)C)C1=CC=CC=C1 4-fluoro-1-[2-(5-methyl-2,4-dioxo-1,2,3,4-tetrahydropyrimidin-1-yl)acetyl]-N-{phenyl-[4-(prop-2-yl)phenyl]methyl}pyrrolidine-2-carboxamide